OCC(C)(C)C=1C=C(N2C1C1=CC(=C(C=C1CC2)OC)C=2N=NN(N2)C)C(=O)OCC ethyl 1-(1-hydroxy-2-methylpropan-2-yl)-8-methoxy-9-(2-methyl-2H-tetrazol-5-yl)-5,6-dihydropyrrolo[2,1-a]isoquinoline-3-carboxylate